BrC=1C2=C(N(C(CC1C=O)=O)CC1=CC(=C(C=C1)C)F)C=CC(=C2)F 5-bromo-7-fluoro-1-(3-fluoro-4-methylbenzyl)-2-oxo-2,3-dihydro-1H-benzo[b]azepine-4-carbaldehyde